2-(6-((5-methoxypyridin-3-yl)amino)-2-(pyridin-3-yl)pyrimidin-4-yl)-N-methyl-2-azaspiro[4.5]decane-7-carboxamide COC=1C=C(C=NC1)NC1=CC(=NC(=N1)C=1C=NC=CC1)N1CC2(CC1)CC(CCC2)C(=O)NC